CC1=CC(=NC=C1)C(=O)O 4-methyl-2-pyridinecarboxylic acid